FC1(CN(C1)S(=O)(=O)Cl)COC 3-fluoro-3-(methoxymethyl)azetidine-1-sulfonyl chloride